(R)-6-bromo-2-(4,4-difluorocyclohexyl)-1-(2-methoxypropyl)-1H-benzo[d]imidazole BrC=1C=CC2=C(N(C(=N2)C2CCC(CC2)(F)F)C[C@@H](C)OC)C1